3-ethyl-3-methyl-oxacyclopentane-2,5-dione C(C)C1(C(OC(C1)=O)=O)C